(3-bromobenzamidomethyl)-16alpha-allyl-16beta-hydroxy-androsta-5-en-3beta-ol BrC=1C=C(C(=O)NCC[C@@]23C[C@](C[C@H]2[C@@H]2CC=C4C[C@H](CC[C@]4(C)[C@H]2CC3)O)(O)CC=C)C=CC1